[Ru](Cl)Cl.CC1=C(C(=CC(=C1)C)C)C1(C=CCCCCCCCP(CCCCCCCC)CCCCCCCC)C(C(=CC=C1)C1=C(C=C(C=C1C)C)C)=C1NCCN1 1,3-bis(2,4,6-trimethylphenyl)-2-(imidazolidinylidene)(benzylidene)(trioctylphosphine) ruthenium dichloride